((3S,7aS)-3-(((1,1,1,3,3,3-hexafluoro-2-methylpropan-2-yl)oxy)methyl)tetrahydro-1H-pyrrolizin-7a(5H)-yl)methanol FC(C(C(F)(F)F)(C)OC[C@@H]1CC[C@@]2(CCCN12)CO)(F)F